C(C)C1=C(C(=NN1[C@H]1[C@@H](COCC1)F)OCCCO)[N+](=O)[O-] trans-3-((5-ethyl-1-(3-fluorotetrahydro-2H-pyran-4-yl)-4-nitro-1H-pyrazol-3-yl)oxy)propan-1-ol